2-fluoro-[1,1'-biphenyl]-4-nitrile FC1=C(C=CC(=C1)C#N)C1=CC=CC=C1